C(C)(C)NC(=CC(C)=O)C 4-(Isopropylamino)Pent-3-en-2-one